BrC1=C(C=CC2=C1CC(O2)(C2=CC=CC=C2)CN)Cl (4-bromo-5-chloro-2-phenyl-2,3-dihydrobenzofuran-2-yl)methylamine